4-((2-cyanophenyl)thio)-6-(1-(tetrahydro-2H-pyran-4-yl)-1H-pyrazol-4-yl)pyrazolo[1,5-a]pyridine-3-carbonitrile C(#N)C1=C(C=CC=C1)SC=1C=2N(C=C(C1)C=1C=NN(C1)C1CCOCC1)N=CC2C#N